CN1N=CC2=CC(=C(C=C12)C1=CC(=NC=C1)C)NC1=C(C(C(=O)O)=CC=C1)C(=O)O 3-((1-Methyl-6-(2-methylpyridin-4-yl)-1H-indazol-5-yl)amino)phthalic acid